C(#N)[C@@H](C[C@H]1C(NCCC1)=O)NC(=O)[C@@H]1N([C@@H]2CC([C@H]1CC2)(F)F)C([C@@H](CC(C)C)NC(C(F)(F)F)=O)=O (1S,3R,4S)-N-[(1R)-1-cyano-2-[(3S)-2-oxo-3-piperidyl]ethyl]-5,5-difluoro-2-[(2R)-4-methyl-2-[(2,2,2-trifluoroacetyl)amino]pentanoyl]-2-azabicyclo[2.2.2]octane-3-carboxamide